ClC=1C=C(C=CC1)[C@@H]1[C@H](C1)C1=C(C=2C=NC(=CC2N1)N1C[C@H](C[C@@H]1C=1N=C2N(C=C(C=C2)C2CC2)C1)O)F |o1:7,8,&1:21,23| rac-(3S,5R)-1-(2-((1S*,2S*)-2-(3-chlorophenyl)cyclopropyl)-3-fluoro-1H-pyrrolo[3,2-c]pyridin-6-yl)-5-(6-cyclopropylimidazo[1,2-a]pyridin-2-yl)pyrrolidin-3-ol